C(C)(C)(C)OC(=O)N1C[C@H](CC1)N1N=NC(=C1C)C(=O)O 1-[(3S)-1-(tert-Butoxycarbonyl)pyrrolidin-3-yl]-5-methyl-1,2,3-triazole-4-carboxylic acid